1-bromo-3-iodo-benzene BrC1=CC(=CC=C1)I